2-chloro-N-(1-cyanocyclopropyl)-5-[1-[4-(difluoromethoxy)-2-methyl-5-[1,2,2,2-tetrafluoro-1-(trifluoromethyl)ethyl]pyrazol-3-yl]pyrazol-4-yl]-N-isobutyl-benzamide ClC1=C(C(=O)N(CC(C)C)C2(CC2)C#N)C=C(C=C1)C=1C=NN(C1)C=1N(N=C(C1OC(F)F)C(C(F)(F)F)(C(F)(F)F)F)C